4-azido-1-((3-((2,4-difluorobenzyl)oxy)adamantan-1-yl)glycyl)pyrrolidine N(=[N+]=[N-])C1CCN(C1)C(CNC12CC3(CC(CC(C1)C3)C2)OCC2=C(C=C(C=C2)F)F)=O